C[C@@]12[C@H](C[C@@H](CC1)C2(C)C)OC(CCCCCCCC(CCCCCCCC(=O)O[C@@H]2[C@@]1(CC[C@H](C2)C1(C)C)C)=O)=O.C(#N)C[C@@H](C1=CC(=CC=C1)OC(F)(F)F)NC(CC1(CC(C1)(F)F)O)=O (S)-N-(2-cyano-1-(3-(trifluoromethoxy)phenyl)ethyl)-2-(3,3-difluoro-1-hydroxycyclobutyl)acetamide bis((1R,2S,4R)-1,7,7-trimethylbicyclo[2.2.1]heptan-2-yl)9-oxoheptadecanedioate